6-(1-(6-(1H-indol-5-yl)-1H-imidazo[4,5-b]pyrazin-1-yl)ethyl)-5,7-difluoro-3-(1-methyl-1H-pyrazol-4-yl)quinoline N1C=CC2=CC(=CC=C12)C1=CN=C2C(=N1)N(C=N2)C(C)C=2C(=C1C=C(C=NC1=CC2F)C=2C=NN(C2)C)F